O1CCN(CC1)CC(=O)N1CC2=C(CC1)SC(=C2)C2=NOC(=N2)C(F)(F)F 2-morpholino-1-(2-(5-(trifluoromethyl)-1,2,4-oxadiazol-3-yl)-6,7-dihydrothieno[3,2-c]pyridin-5(4H)-yl)ethan-1-one